ClC1=C(C=CC(=C1)Cl)[C@H](C)NC1=CC(=NC=2N1N=CN2)N2CC(C2)C2CCN(CC2)C2CC(C2)C (1S,3s)-3-(4-(1-(7-(((R)-1-(2,4-dichlorophenyl)ethyl)amino)-[1,2,4]Triazolo[1,5-a]pyrimidin-5-yl)azetidin-3-yl)piperidin-1-yl)-1-methylcyclobutane